COC=1C=C(C=C(C1)OC)NC=1C=C2N=C(C=NC2=CC1)C=1C=NN(C1C)C1CCNCC1 N-(3,5-dimethoxyphenyl)-3-(5-methyl-1-(piperidin-4-yl)-1H-pyrazol-4-yl)-quinoxalin-6-amine